4-(4-Bromophenyl)-3,5-dimethylisoxazole BrC1=CC=C(C=C1)C=1C(=NOC1C)C